4-Hydroxy-N-(4-methanesulfonylphenyl)-3-{2-[4-(trifluoromethoxy)phenyl]-6-oxa-2,9-diazaspiro[4.5]decan-9-yl}butanamide OCC(CC(=O)NC1=CC=C(C=C1)S(=O)(=O)C)N1CCOC2(CCN(C2)C2=CC=C(C=C2)OC(F)(F)F)C1